1-(5-chloro-2-fluorophenyl)-3-(1-(4-(2,6-dioxopiperidin-3-yl)-5-fluoro-2,3-dihydrobenzofuran-7-yl)azetidin-3-yl)urea ClC=1C=CC(=C(C1)NC(=O)NC1CN(C1)C1=CC(=C(C=2CCOC21)C2C(NC(CC2)=O)=O)F)F